CC1=C(C(CC(=O)C1=O)(C)C)/C=C/C(=C/C=C/C(=C/C=C/C=C(/C=C/C=C(/C=C/C2=C(C(=O)C(=O)CC2(C)C)C)\\C)\\C)/C)/C The molecule is a carotenone that consists of beta,beta-carotene bearing four oxo substituents at positions 2, 2', 4 and 4'. It derives from a hydride of a beta-carotene.